FC1(CCN(CC1)C(=O)C=1C=C2C=CC=C(C2=CC1)C1=CC=2N=CNC(C2N=C1)=O)F 7-(6-(4,4-difluoropiperidine-1-carbonyl)naphthalen-1-yl)pyrido[3,2-d]pyrimidin-4(3H)-one